C1(CC1)C1=NSC(=C1)C1=CC(=CC=C1)[N+](=O)[O-] 3-cyclopropyl-5-(3-nitrophenyl)isothiazole